CC=1C=C(C2=C(N=C(S2)NC(=O)C2CCN(CC2)S(=O)(=O)C2=CC(=C(C=C2)C)F)C1)C N-(5,7-dimethylbenzo[d]thiazol-2-yl)-1-((3-fluoro-4-methylphenyl)sulfonyl)piperidine-4-carboxamide